1-(difluoromethyl)-4-iodo-1H-pyrazole FC(N1N=CC(=C1)I)F